ClC1=C(C(=NC=N1)NCC1=C(C(=CC=C1)F)F)[N+](=O)[O-] 6-chloro-N-(2,3-difluorobenzyl)-5-nitropyrimidin-4-amine